NC=1N=C(C2=C(N1)NC(=C2)C2=CCCCC2)C=2C(=C(C=CC2)N2C(C1=C(C=C(C=C1C=C2)C2CC2)F)=O)CO 2-{3-[2-amino-6-(cyclohex-1-en-1-yl)-7H-pyrrolo[2,3-d]pyrimidin-4-yl]-2-(hydroxymethyl)phenyl}-6-cyclopropyl-8-fluoroisoquinolin-1(2H)-one